BrC1=CC2=C(N(C(C=N2)=O)C2CCN(CC2)C(=O)OC(C)(C)C)N=C1 tert-butyl 4-{7-bromo-3-oxopyrido[2,3-b]pyrazin-4-yl}piperidine-1-carboxylate